2-(3,6-dichloropyridazin-4-yl)oxyethanol ClC=1N=NC(=CC1OCCO)Cl